FC1([C@@H](CN(C1)C1COC1)NC1=NN2C(C(=N1)OC)=C(C=C2)C=2C=CC1=C(N(C(=N1)C)CC(F)(F)F)C2)F (R)-N-(4,4-difluoro-1-(oxetan-3-yl)pyrrolidin-3-yl)-4-methoxy-5-(2-methyl-1-(2,2,2-trifluoroethyl)-1H-benzo[d]imidazol-6-yl)pyrrolo[2,1-f][1,2,4]triazin-2-amine